FC1=CC=C(C=C1)CC=1C=C2C=3C=C(C=CC3N(C2=CC1)C1=CC=C(C=C1)C(F)(F)F)C(=O)OCC ethyl 6-[(4-fluorophenyl)methyl]-9-[4-(trifluoromethyl)phenyl]-9H-carbazole-3-carboxylate